butyl (1-(2-(1-(1-(1-(4-methoxybenzyl)-2,6-dioxopiperidin-3-yl)-3-methyl-2-oxo-2,3-dihydro-1H-benzo[d]imidazol-4-yl)piperidin-4-yl)ethyl)piperidin-4-yl)carbamate COC1=CC=C(CN2C(C(CCC2=O)N2C(N(C3=C2C=CC=C3N3CCC(CC3)CCN3CCC(CC3)NC(OCCCC)=O)C)=O)=O)C=C1